(S)-3-methyl-4-(3-(1-methylcyclopropyl)-1H-pyrrolo[3,2-c]pyridin-4-yl)piperazine-1-carboxylic acid tert-butyl ester C(C)(C)(C)OC(=O)N1C[C@@H](N(CC1)C1=NC=CC2=C1C(=CN2)C2(CC2)C)C